ClC1=C2CN(C(C2=CC(=C1)I)=O)[C@@H](C(=O)OCC)C1=C2N(C=N1)CCC2 |r| Ethyl (2RS)-2-(4-chloro-6-iodo-1-oxo-isoindolin-2-yl)-2-(6,7-dihydro-5H-pyrrolo[1,2-c]imidazol-1-yl)acetate